(RS)-2-(tert-butyl)-3-((dimethylamino)methylene)-6-methoxy-7-(3-methoxypropoxy)-2,3-dihydro-4H-pyrano[3,2-b]pyridin-4-one C(C)(C)(C)[C@@H]1C(C(C2=NC(=C(C=C2O1)OCCCOC)OC)=O)=CN(C)C |r|